amino-pregn-5-en NCC[C@H]1CC[C@H]2[C@@H]3CC=C4CCCC[C@]4(C)[C@H]3CC[C@]12C